(R)-3-methyl-2-oxoimidazolidine-4-carboxylic acid [1-phenyl-5-(3-propylphenyl)-1H-pyrazol-3-yl]amide C1(=CC=CC=C1)N1N=C(C=C1C1=CC(=CC=C1)CCC)NC(=O)[C@@H]1N(C(NC1)=O)C